di-stearic acid phosphate P(=O)(O)(O)O.C(CCCCCCCCCCCCCCCCC)(=O)O.C(CCCCCCCCCCCCCCCCC)(=O)O